6-chloro-4-(2,3-dihydrobenzo[e][1,4]oxazepine-1(5H)-yl)-7-(2-hydroxyethoxy)-1-methylquinazolin-2(1H)-one ClC=1C=C2C(=NC(N(C2=CC1OCCO)C)=O)N1CCOCC2=C1C=CC=C2